C(C1=CC=CC=C1)OC(NC1CCC(CC1)C(=O)NN)=O ((1R,4r)-4-(hydrazinocarbonyl)cyclohexyl)carbamic acid benzyl ester